2,6-Dimethyl-4-tert-butyl-trifluoromethanesulfonyl-benzene CC1=C(C(=CC(=C1)C(C)(C)C)C)S(=O)(=O)C(F)(F)F